FC([C@@H](C1=CC=C(C=C1)F)N1N=C(C(=C1)C1=CC=CC(=N1)C1=C(C=2N(C=C1)N=C(N2)N)OC)C)(C)F (R)-7-(6-(1-(2,2-difluoro-1-(4-fluorophenyl)propyl)-3-methyl-1H-pyrazol-4-yl)pyridin-2-yl)-8-methoxy-[1,2,4]triazolo[1,5-a]pyridin-2-amine